FC1=CC2=C(N(N=N2)C2=CC=C(C=C2)C2=CC=C(C=C2)OC)C=C1OC 5-Fluoro-6-methoxy-1-(4'-methoxy-[1,1'-biphenyl]-4-yl)-1H-benzo[d][1,2,3]triazole